FC=1C=C(C(=O)OC)C=C(C1O)C methyl 3-fluoro-4-hydroxy-5-methylbenzoate